ClC1=NC=C(C2=C1CCC2)C(=O)O 1-Chloro-6,7-dihydro-5H-cyclopenta[c]pyridine-4-carboxylic acid